5-(2-Isopropyl-4-methoxy-5-nitro-phenoxy)-pyrimidine-2,4-diamine C(C)(C)C1=C(OC=2C(=NC(=NC2)N)N)C=C(C(=C1)OC)[N+](=O)[O-]